4,4-dihydroxy-α-methylstyrene OC1(CC=C(C(=C)C)C=C1)O